C1(CC1)CN1C(=CC=2C1=NC=CC2)C2=NC1=C(N2CC2=CC=NN2C)C(=CC(=C1)C(=O)N1C[C@@H](C[C@H](C1)F)N)OC (3R,5R)-1-{2-[1-(cyclopropylmethyl)-1H-pyrrolo[2,3-b]pyridin-2-yl]-7-methoxy-1-[(1-methyl-1H-pyrazol-5-yl)methyl]-1H-1,3-benzodiazole-5-carbonyl}-5-fluoropiperidin-3-amine